NC1=NC=CC(=C1F)SC=1N=CC(=NC1)N1CCC2(CC1)[C@@H](C=1C(=NC=CC1)C2)N (S)-1'-(5-((2-amino-3-fluoropyridin-4-yl)thio)pyrazin-2-yl)-5,7-dihydrospiro[cyclopenta[b]pyridine-6,4'-piperidin]-5-amine